CC=1SC=2N(C(C=C(C2N1)N1C[C@@H]([C@@H](CC1)NC1=NC=C(C=C1)OC(F)(F)F)C)=O)C 2,4-dimethyl-7-[(3S,4R)-3-methyl-4-[[5-(trifluoromethoxy)-2-pyridyl]amino]-1-piperidyl]-5-oxo-thiazolo[5,4-b]pyridine